potassium 2-fluoro-4-(5-(trifluoromethyl)pyridin-3-yl)benzoate FC1=C(C(=O)[O-])C=CC(=C1)C=1C=NC=C(C1)C(F)(F)F.[K+]